FC1=C(C=CC(=C1F)OC)C1=CN=C2N1C=CN=C2NC2=CC(=C(C(=O)N1CCC(CC1)C(=O)NCC1(CNCC1)O)C=C2)C 1-[4-[[3-(2,3-difluoro-4-methoxyphenyl)imidazo[1,2-a]pyrazin-8-yl]amino]-2-methylbenzoyl]-N-[(3-hydroxypyrrolidin-3-yl)methyl]piperidine-4-carboxamide